FC(C(=O)[O-])(F)F.C[NH2+]CC1=CC=CC=C1 N-methylbenzylammonium trifluoroacetate